C1(=CC(=CC=C1)C=O)C1=CC(=C(C=C1)C1=CC=CC=C1)C=O 3,3'-(p-terphenyl)dicarboxaldehyde